CC12C(C3CCC=4C=C(C=CC4C3CC1)O)CC(C2O)O 11a-methyl-2,3,3a,3b,4,5,9b,10,11,11a-decahydro-1H-cyclopenta[a]phenanthrene-1,2,7-triol